Trifluoro-Trichloroethan FC(C(Cl)(Cl)Cl)(F)F